4-bromo-1-methyl-6-(4-(pyridin-3-yl)-5,6-dihydrocyclopenta[d][1,2,3]triazol-2(4H)-yl)pyridine-2(1H)-one BrC1=CC(N(C(=C1)N1N=C2C(=N1)CCC2C=2C=NC=CC2)C)=O